2-[2,3-difluoro-4-(4,4,5,5-tetramethyl-1,3,2-dioxaborolan-2-yl)phenoxy]pyrimidine FC1=C(OC2=NC=CC=N2)C=CC(=C1F)B1OC(C(O1)(C)C)(C)C